5-bromo-7-(2,2-diethoxyethoxy)-3-methylbenzo[b]thiophene 2-[4-[6-[5-isopropoxy-2-(2-trimethylsilylethoxymethyl)indazol-3-yl]pyrimidin-4-yl]morpholin-2-yl]ethyl-4-methylbenzenesulfonate C(C)(C)OC1=CC2=C(N(N=C2C=C1)COCC[Si](C)(C)C)C1=CC(=NC=N1)N1CC(OCC1)CCOS(=O)(=O)C1=CC=C(C=C1)C.BrC1=CC2=C(SC=C2C)C(=C1)OCC(OCC)OCC